(E)-7-(3-(4-methylbenzylidene)-2,5-dioxopyrrolidinyl)heptanoic acid ethyl ester C(C)OC(CCCCCCN1C(/C(/CC1=O)=C/C1=CC=C(C=C1)C)=O)=O